CC1=NC=C(C(=C1)COC)CN(CCF)C(=O)OC(C)(C)C methyl-5-(((tert-butoxycarbonyl)(2-fluoroethyl)amino)methyl)-4-methoxymethyl-pyridine